OC1=C(C(OC2=C1C=CC=C2)=O)C(C=CC2=CC(=C(C=C2)O)OC)=O 4-Hydroxy-3-(3-(4-hydroxy-3-methoxyphenyl)-1-oxo-2-propen-1-yl)-2H-1-Benzopyran-2-one